(1-hydroxyethyl)-4-phenyl-1-oxaspiro[4.5]dec-3-en-2-one OC(C)C=1C(OC2(C1C1=CC=CC=C1)CCCCC2)=O